CC1=C(OC2=C(C=C(C=C2C1=O)C)[C@@H](C)OC1=C(C(=O)N)C(=CC=C1)F)C1=CC2=CN(N=C2C=C1)C 2-[(1R)-1-[3,6-Dimethyl-2-(2-methylindazol-5-yl)-4-oxo-chromen-8-yl]ethoxy]-6-fluoro-benzamide